3'-(2-Amino-1-phenylethyl)-6'-chloro-2',6-difluoro-5-(2-methoxyethoxy)-[1,1'-biphenyl]-2-carboxamide NCC(C1=CC=CC=C1)C=1C(=C(C(=CC1)Cl)C=1C(=CC=C(C1F)OCCOC)C(=O)N)F